(R/S)-1-(2-hydroxy-3-methyl-butyl)-6-[3-(trifluoromethyl)phenyl]-3H-imidazo[4,5-b]pyridin-2-one O[C@@H](CN1C(NC2=NC=C(C=C21)C2=CC(=CC=C2)C(F)(F)F)=O)C(C)C |r|